C(C=C)(=O)N1C[C@@H](N(C[C@H]1C)C1=NC(N2C3=C(C(=C(C=C13)Cl)C1=CC=CC3=CC=CC=C13)OC[C@@H]2CN2CCN(CC2)C)=O)C (3S,10R)-7-((2S,5R)-4-acryloyl-2,5-dimethylpiperazin-1-yl)-9-chloro-3-((4-methylpiperazin-1-yl)methyl)-10-(naphthalen-1-yl)-2,3-dihydro-5H-[1,4]-oxazino[2,3,4-ij]-quinazolin-5-one